FC=1C=CC(=NC1)C1(CC1)C#N 1-(5-fluoropyridin-2-yl)cyclopropane-1-carbonitrile